ClC=1C=C(C=CC1)[C@H](C(=O)N(C)[C@@H]1COCC=2NC(C=3C=C(C(=CC3C21)F)F)=O)O 2-(3-chlorophenyl)-N-((S)-8,9-difluoro-6-oxo-1,4,5,6-tetrahydro-2H-pyrano[3,4-c]isoquinolin-1-yl)-(2R)-hydroxy-N-methylacetamide